tert-butyl N-{4-[5-(2-fluoro-6-{[3-(oxan-2-yloxy)propoxy]methyl}phenyl)-1-{[2-(trimethylsilyl)ethoxy]methyl}-1H-pyrazolo[3,4-c]pyridin-3-yl]-2-hydroxyphenyl}carbamate FC1=C(C(=CC=C1)COCCCOC1OCCCC1)C=1C=C2C(=CN1)N(N=C2C2=CC(=C(C=C2)NC(OC(C)(C)C)=O)O)COCC[Si](C)(C)C